CSC1=NC=2CC3(CCC2C=N1)CCCCC3 (methylthio)-5',8'-dihydro-6'H-spiro[cyclohexane-1,7'-quinazoline]